5'-chloro-2'-[(2R)-3-hydroxy-2-methylpropyl]-2',3'-dihydrospiro[cyclohexane-1,1'-isoindol]-4-one ClC=1C=C2CN(C3(C2=CC1)CCC(CC3)=O)C[C@H](CO)C